N-isopropyl-2-phenyl-7H-pyrrolo[2,3-d]pyrimidin-4-amine C(C)(C)NC=1C2=C(N=C(N1)C1=CC=CC=C1)NC=C2